3-(5-((1-benzhydryl-3,3-difluoropiperidin-4-yl)thio)-1-oxoisoindolin-2-yl)piperidine-2,6-dione C(C1=CC=CC=C1)(C1=CC=CC=C1)N1CC(C(CC1)SC=1C=C2CN(C(C2=CC1)=O)C1C(NC(CC1)=O)=O)(F)F